(s)-3-(4-(4-acetylpiperazin-1-yl)phenyl)-2-aminopropanoic acid C(C)(=O)N1CCN(CC1)C1=CC=C(C=C1)C[C@@H](C(=O)O)N